C(C)(C)(C)OC(=O)NCC1=CC=CC(=N1)N1C(=CC2=CC=C(C=C12)OC(F)(F)F)C(=O)O 1-(6-(((tert-butoxycarbonyl)amino)methyl)pyridin-2-yl)-6-(trifluoromethoxy)-1H-indole-2-carboxylic acid